C(#N)C=1C=CC=C2C=CC=C(C12)B(O)O (8-cyanonaphthalen-1-yl)boronic acid